C(CCCC#C)NC(NC1=CC=C2C=3C=CC(=CC3CC2=C1)O[C@@H]1[C@H]([C@H]([C@@H]([C@H](O1)CCP(O)(O)=O)O)O)O)=O (2-((2R,3S,4S,5S,6R)-6-((7-(3-(hex-5-yn-1-yl)ureido)-9H-fluoren-2-yl)oxy)-3,4,5-trihydroxytetrahydro-2H-pyran-2-yl)ethyl)phosphonic acid